ClC1=CC=C2C(=CC(=NC2=C1Cl)C=CC(=O)O)C=1C=NNC1 3-(7,8-Dichloro-4-(1H-pyrazol-4-yl)quinolin-2-yl)acrylic acid